Tert-butyl 4-(6-benzyl-4-cyano-3-hydroxy-5,6,7,8-tetrahydro-2,6-naphthyridin-1-yl)-2-(cyanomethyl)piperazine-1-carboxylate C(C1=CC=CC=C1)N1CC=2C(=C(N=C(C2CC1)N1CC(N(CC1)C(=O)OC(C)(C)C)CC#N)O)C#N